Anthracene sodium [Na].C1=CC=CC2=CC3=CC=CC=C3C=C12